C(C1=CC=CC=C1)OC(=O)NC1CC=2C(=CC(=C(C2CC1)F)N1CCN(CC1)C(=O)OC(C)(C)C)F Tert-Butyl 4-(6-(benzyloxycarbonylamino)-1,4-difluoro-5,6,7,8-tetrahydronaphthalen-2-yl)piperazine-1-carboxylate